1,4-dihydroanthracene C1C=CCC2=CC3=CC=CC=C3C=C12